3-(5-(7-(1-Methyl-1H-pyrazol-4-yl)quinazolin-5-yl)pyridin-2-yl)-3,6-diazabicyclo[3.1.1]heptane-6-carboxylic acid tert-butyl ester C(C)(C)(C)OC(=O)N1C2CN(CC1C2)C2=NC=C(C=C2)C2=C1C=NC=NC1=CC(=C2)C=2C=NN(C2)C